[Si](C)(C)(C(C)(C)C)OCCC(OC=1C=2N(C=C(C1)C=1N=NN(C1C)C1CCN(CC1)C(=O)OC(C)(C)C)N=CC2C#N)C2=NC=C(C=C2)F tert-Butyl 4-[4-[4-[3-[tert-butyl(dimethyl)silyl]oxy-1-(5-fluoro-2-pyridyl)propoxy]-3-cyano-pyrazolo[1,5-a]pyridin-6-yl]-5-methyl-triazol-1-yl]piperidine-1-carboxylate